O=C1NC(CCC1N1C(C2=CC=C(C=C2C1=O)C1CCN(CC1)CC1CCNCC1)=O)=O 2-(2,6-Dioxopiperidin-3-yl)-5-(1-(piperidin-4-ylmethyl)piperidin-4-yl)isoindoline-1,3-dione